(2R,6R)-4-({2-fluoro-6-[(4-methylpyridin-2-yl)oxy]phenyl}methyl)-6-methyl-1-(2-methylpropanoyl)-N-{[4-(pyrimidin-2-yl)phenyl]methyl}piperazine-2-carboxamide FC1=C(C(=CC=C1)OC1=NC=CC(=C1)C)CN1C[C@@H](N([C@@H](C1)C)C(C(C)C)=O)C(=O)NCC1=CC=C(C=C1)C1=NC=CC=N1